C1(CC1)C(=O)N1C=2C=CC(=NC2CCC1)C(C(=O)NC1=CC=C(C=C1)F)C1CC1 2-(5-(Cyclopropancarbonyl)-5,6,7,8-tetrahydro-1,5-naphthyridin-2-yl)-2-cyclopropyl-N-(4-fluorophenyl)acetamid